3-[2-(dimethylamino) ethyl]-1H-indol-4-yl phosphate P(=O)(OC1=C2C(=CNC2=CC=C1)CCN(C)C)([O-])[O-]